2-methyl-4-tetrazol-5-ylphenoxy-pyridine CC1=C(OC2=NC=CC=C2)C=CC(=C1)C1=NN=NN1